monomethylcaprolactam CC1C(=O)NCCCC1